(E)-1-(3-((6-amino-5-(4-phenoxyphenyl)pyrimidin-4-yl)amino)piperidin-1-yl)-4-(dimethylamino)but-2-en-1-one NC1=C(C(=NC=N1)NC1CN(CCC1)C(\C=C\CN(C)C)=O)C1=CC=C(C=C1)OC1=CC=CC=C1